[N+](=O)([O-])C1=C(C=CC=C1)C#CC1=CC=C(C=C1)C1=CC=CC=C1 4-((2-nitrophenyl)ethynyl)-1,1'-biphenyl